OCC1=C(N=C(S1)C(=O)[O-])C 5-(hydroxymethyl)-4-methylthiazole-2-carboxylate